3-Methyl-1,3-Pentadien CC(C=C)=CC